(S)-N-(chroman-4-yl)-2-(4-ethylpiperazin-1-yl)-4-methylbenzo[d]Thiazole-6-Formamide O1CC[C@@H](C2=CC=CC=C12)NC(=O)C1=CC2=C(N=C(S2)N2CCN(CC2)CC)C(=C1)C